Ethyl (3S)-3-(2-(5-(2-(azetidin-1-yl)ethyl)-2-oxo-4-(trifluoromethyl)pyridin-1(2H)-yl)-4-methylpentanamido)-3-(4-fluoro-2',5,6'-trimethyl-[1,1'-biphenyl]-3-yl)propanoate N1(CCC1)CCC=1C(=CC(N(C1)C(C(=O)N[C@@H](CC(=O)OCC)C=1C=C(C=C(C1F)C)C1=C(C=CC=C1C)C)CC(C)C)=O)C(F)(F)F